(2S,3R)-3-hydroxy-2-methylazetidin O[C@H]1[C@@H](NC1)C